N1N=C(C=C1)C(C(=N)C1=NNC=C1)=N bis(pyrazolyl)ethanediimine